CC\C=C/CCCCC (Z)-3-nonene